ClC=1C=C(C=C(C1F)Cl)C1(CC(=NO1)C1=CC(=C(C(=O)NC2=NN(C(=N2)C(F)(F)F)CC#C)C=C1)C)C(F)(F)F 4-(5-(3,5-dichloro-4-fluorophenyl)-5-(trifluoromethyl)-4,5-dihydroisoxazol-3-yl)-2-methyl-N-(1-(prop-2-yn-1-yl)-5-(trifluoromethyl)-1H-1,2,4-triazol-3-yl)benzamide